N-(1-(5-(3-cyano-6-(2-hydroxy-2-methylpropoxy)pyrazolo[1,5-a]pyridin-4-yl)pyridin-2-yl)-4-methylpiperidin-4-yl)-4,6-dimethylpyrimidine-2-carboxamide C(#N)C=1C=NN2C1C(=CC(=C2)OCC(C)(C)O)C=2C=CC(=NC2)N2CCC(CC2)(C)NC(=O)C2=NC(=CC(=N2)C)C